ClC=1C=CC(=C(C1)NC=1C2=C(N=CN1)C=CC(=N2)C2CNCCC2)F N-(5-chloro-2-fluorophenyl)-6-(piperidin-3-yl)pyrido[3,2-d]pyrimidin-4-amine